COC(CC=1N=C(OC1C)C1CCC(CC1)C(=O)OCC1=CC=CC=C1)=O benzyl 4-(4-(2-methoxy-2-oxoethyl)-5-methyloxazol-2-yl)cyclohexanecarboxylate